5-[3-chloro-6-fluoro-2-[(E)-2-(4-fluorophenyl)vinyl]phenyl]-1,3-dimethyl-6-oxo-pyridazin ClC=1C(=C(C(=CC1)F)C1=CC(=NN(C1=O)C)C)\C=C\C1=CC=C(C=C1)F